S(=O)(=O)=C1CC=C(C(=O)Cl)C=C1 p-sulfonylbenzoylchloride